azetidin-1-yl(5-(5-(3,5-dichloro-4-fluorophenyl)-5-(trifluoromethyl)-4,5-dihydroisoxazol-3-yl)-5,6-dihydro-4H-thieno[2,3-c]pyrrol-2-yl)methanone N1(CCC1)C(=O)C1=CC2=C(CN(C2)C2=NOC(C2)(C(F)(F)F)C2=CC(=C(C(=C2)Cl)F)Cl)S1